2-(((S)-2,3,4,5-tetrahydro-3-hydroxybenzo[b][1,4]oxazepin-7-yl)amino)pyrimidine-5-carboxamide O[C@H]1CNC2=C(OC1)C=CC(=C2)NC2=NC=C(C=N2)C(=O)N